S1C=CCC1 4H-thiophene